6-(1H-imidazol-1-yl)-N-(4-methoxycyclohexyl)-4-methylpyridineamide N1(C=NC=C1)C1=CC(=CC(=N1)C(=O)NC1CCC(CC1)OC)C